C(N)(=O)C1=C(C=NN1C)C#CC1=CC(=C(COC2=CC=CC(=N2)C2=CC(=C(CC3=NC4=C(N3C[C@H]3OCC3)C=C(C=C4)C(=O)O)C=C2F)F)C=C1)F (S)-2-(4-(6-((4-((5-carbamoyl-1-methyl-1H-pyrazol-4-yl)ethynyl)-2-fluorobenzyl)oxy)pyridin-2-yl)-2,5-difluorobenzyl)-1-(oxetan-2-ylmethyl)-1H-benzo[d]imidazole-6-carboxylic acid